C(C)(C)(C)OC(C[C@H](C1=NC=CC=C1)N)=O.CCS(=O)(=O)N methyl-methanesulfonamide tert-butyl-(R)-3-amino-3-(pyridin-2-yl)propanoate